N-(methyl(oxo)(5-(trifluoromethyl)pyridin-2-yl)-λ6-sulfanylidene)-1-(4-(5-(trifluoromethyl)-1,2,4-oxadiazol-3-yl)phenyl)-1H-pyrrole-3-carboxamide CS(=NC(=O)C1=CN(C=C1)C1=CC=C(C=C1)C1=NOC(=N1)C(F)(F)F)(C1=NC=C(C=C1)C(F)(F)F)=O